2-(Methylsulfonyl)-3-nitroisonicotinic acid CS(=O)(=O)C=1C(=C(C(=O)O)C=CN1)[N+](=O)[O-]